N'-(2-chloro-4-(1-methoxycyclobutyl)-5-methylphenyl)-N-ethyl-N-methylformimidamide ClC1=C(C=C(C(=C1)C1(CCC1)OC)C)N=CN(C)CC